C12CNCC2C1CNC([O-])=O ((3-azabicyclo[3.1.0]hexane-6-yl)methyl)carbamate